COC1C[C@H](N(C1)C(NC1=CC=C(C=C1)C(C)C)=O)C(=O)NC1=CC=C(C=C1)C1=CC=C(C=C1)C(=O)O |r| 4'-{[4-methoxy-1-{[4-(propan-2-yl)phenyl]carbamoyl}-DL-prolyl]amino}[1,1'-biphenyl]-4-carboxylic acid